ClC1=C2C(=NC=C1C1=CC=CC(=N1)N1C(CNCC1)=O)NC=C2CC(F)F 1-(6-(4-chloro-3-(2,2-difluoroethyl)-1H-pyrrolo[2,3-b]pyridin-5-yl)pyridin-2-yl)piperazin-2-one